N-(6-bromobenzo[d]thiazole-2-yl)thiophene-2-carboxamide BrC1=CC2=C(N=C(S2)NC(=O)C=2SC=CC2)C=C1